C[C@@H](N)CC1=CNC=N1 |r| (RS)-α-Methylhistamine